The molecule is a butanamide having a guanidino group at the 4-position. It is a member of guanidines and a member of butanamides. It is a conjugate base of a 4-guanidiniumylbutanamide(1+). C(CC(=O)N)CN=C(N)N